(Z)-1-(prop-1-en-1-yl)cyclohexan-1-ol C(=C/C)/C1(CCCCC1)O